[PH2](=O)OC(C)N 1-aminoethyl hypophosphite